N1C(NC(C2=C1SC=C2)=O)=O thieno[2,3-d]pyrimidine-2,4-dione